C(C(=C)C)(=O)ON1C(C=2C(C1=O)=CC=CC2)=O N-(methacryloyloxy)phthalimide